5-cyano-N-[3-(methylamino)-2,3-dioxo-1-[[(5S)-2-oxo-5-(trifluoromethyl)pyrrolidin-3-yl]methyl]propyl]-2-(4,4,4-trifluorobutanoylamino)benzamide C(#N)C=1C=CC(=C(C(=O)NC(C(C(=O)NC)=O)CC2C(N[C@@H](C2)C(F)(F)F)=O)C1)NC(CCC(F)(F)F)=O